(1-(5-(2-bromoacetyl)-4-cyclobutyl-2-methylbenzoyl)-4-fluoropiperidin-4-yl)benzonitrile BrCC(=O)C=1C(=CC(=C(C(=O)N2CCC(CC2)(F)C2=C(C#N)C=CC=C2)C1)C)C1CCC1